6-hydroxy-3-methylhexyl methacrylate C(C(=C)C)(=O)OCCC(CCCO)C